4-[4-(2,2-dimethoxyethyl)-piperidin-1-yl]-2-formylbenzoic acid methyl ester COC(C1=C(C=C(C=C1)N1CCC(CC1)CC(OC)OC)C=O)=O